1-(5-(2-((4-(trifluoromethyl)phenyl)amino)phenyl)-1,3,4-oxadiazol-2-yl)but-3-yn-2-ol FC(C1=CC=C(C=C1)NC1=C(C=CC=C1)C1=NN=C(O1)CC(C#C)O)(F)F